C(#N)C1=C(OC2=CC(=NC=N2)OC2=C(C=CC=C2)/C(/C(=O)OC)=C\OC)C=CC=C1 methyl (E)-2-[2-[6-(2-cyanophenoxy) pyrimidin-4-yloxy]phenyl]-3-methoxyacrylate